isopropyl 2-[[(4R)-2-[(3-bromo-2-chloro-phenyl)carbamoyl]-4,5,6,7-tetrahydropyrazolo[1,5-a]pyridin-4-yl]amino]-2-methyl-propanoate BrC=1C(=C(C=CC1)NC(=O)C1=NN2C([C@@H](CCC2)NC(C(=O)OC(C)C)(C)C)=C1)Cl